((3-(trifluoromethyl)pyridin-2-yl)methyl)-2-vinyloxazole-4-carboxamide FC(C=1C(=NC=CC1)CC1=C(N=C(O1)C=C)C(=O)N)(F)F